N-(4-((2S,4r,6S)-2-cyano-7-((5-methoxy-7-methyl-1H-indol-4-yl)methyl)-7-azaspiro[3.5]nonan-6-yl)benzoyl)-O-methylserine C(#N)C1CC2(C1)C[C@H](N(CC2)CC2=C1C=CNC1=C(C=C2OC)C)C2=CC=C(C(=O)N[C@@H](COC)C(=O)O)C=C2